2-(4-(trifluoromethyl)pyrimidin-2-yl)-2,8-diazaspiro[4.5]decane hydrochloride Cl.FC(C1=NC(=NC=C1)N1CC2(CC1)CCNCC2)(F)F